COCC1(N2CCC(C1=O)CC2)COCC2(N1CCC(C2=O)CC1)COC 2-(methoxymethyl)-2-([[2-(methoxymethyl)-3-oxo-1-azabicyclo[2.2.2]octan-2-yl]methoxy]methyl)-1-azabicyclo[2.2.2]octan-3-one